C(CCCCCCCCCCCCCCCCCCCCC)C(=O)CCCCCCCCCCCCCCCCCCCCCC docosyl ketone